N1(CCCCCC1)CCC(=O)OCC(CC)(COC(C=C)=O)COC(C=C)=O 2,2-Bis[[(1-oxo-2-propen-1-yl)oxy]methyl]butyl hexahydro-1H-azepine-1-propanoate